NC1CCC(CC1)C#CC1=C(C2=C(N=CN=C2N)N1C(C)C)C1=CC=C(C=C1)OC1=CC=CC=C1 6-((4-aminocyclohexyl)ethynyl)-7-isopropyl-5-(4-phenoxyphenyl)-7H-pyrrolo[2,3-d]pyrimidin-4-amine